(R)-N-(2,6-difluorobenzyl)-5,6,7,8-tetrahydroquinolin-8-amine FC1=C(CN[C@@H]2CCCC=3C=CC=NC23)C(=CC=C1)F